6-(2,2-difluoroethoxy)-4-(4-(difluoromethoxy)phenyl)-2-(quinazolin-6-yl)pyrido[3,2-c]pyridazin-3(2H)-one FC(COC=1C=CC2=NN(C(C(=C2N1)C1=CC=C(C=C1)OC(F)F)=O)C=1C=C2C=NC=NC2=CC1)F